3-bromo-5-(1-(3-chlorophenoxy)-4-((tetrahydro-2H-pyran-2-yl)oxy)butyl)-1-(methoxymethyl)-1H-1,2,4-triazole BrC1=NN(C(=N1)C(CCCOC1OCCCC1)OC1=CC(=CC=C1)Cl)COC